5-(2-chloro-5-fluoropyrimidin-4-yl)-1-methyl-1H-benzo[d]imidazole ClC1=NC=C(C(=N1)C1=CC2=C(N(C=N2)C)C=C1)F